2-(2',5'-difluoro-[1,1'-biphenyl]-4-yl)-N-methyl-N-(4-(methyl-d3)-5-(methylsulfanyl)thiazol-2-yl)acetamide FC1=C(C=C(C=C1)F)C1=CC=C(C=C1)CC(=O)N(C=1SC(=C(N1)C([2H])([2H])[2H])SC)C